3-(4-cyano-2-fluorophenyl)-2,3-dihydrobenzo[b][1,4]dioxin C(#N)C1=CC(=C(C=C1)C1OC2=C(OC1)C=CC=C2)F